N[C@@H]1CCCC12CCN(CC2)C=2N(C(C=1C(N2)=NNC1C1=C(C(=CC=C1)Cl)Cl)=O)C (R)-6-(1-amino-8-azaspiro[4.5]decan-8-yl)-3-(2,3-dichlorophenyl)-5-methyl-2,5-dihydro-4H-pyrazolo[3,4-d]pyrimidin-4-one